FC1=C2C3(CN(C(C2=CC=C1B1OC(C(O1)(C)C)(C)C)=O)CC(=O)OC)CC3 methyl 2-(5'-fluoro-1'-oxo-6'-(4,4,5,5-tetramethyl-1,3,2-dioxaborolan-2-yl)-1'H-spiro[cyclopropane-1,4'-isoquinolin]-2'(3'H)-yl)acetate